BrC1=CC=2N(C=C1)C(N(N2)COCC[Si](C)(C)C)=O 7-bromo-2-((2-(trimethylsilyl)ethoxy)methyl)-[1,2,4]triazolo[4,3-a]pyridin-3(2H)-one